ClC1=CC=C(OC=2C(=C(C=CC2)C(=O)C=2C=NN(C2O)CC)[N+](=O)[O-])C=C1 (3-(4-chlorophenoxy)-2-nitrophenyl)(1-ethyl-5-hydroxy-1H-pyrazol-4-yl)methanone